3-fluoro-5-(1-((3-methylpyridin-2-yl)ethynyl)-3-azabicyclo[3.1.0]hexan-3-yl)benzonitrile FC=1C=C(C#N)C=C(C1)N1CC2(CC2C1)C#CC1=NC=CC=C1C